C1(C(CCC)CCCCCCCCCCC1)S(=O)(=O)O undecanopentanesulfonic acid